4-(9-bromo-5,6-dihydrobenzo[f]imidazo[1,2-d][1,4]oxazepin-2-yl)-5-(difluoromethyl)morpholin-3-one BrC1=CC2=C(C=3N(CCO2)C=C(N3)N3C(COCC3C(F)F)=O)C=C1